COC1=C(C=CC=C1)NC(=O)C1(CC1)C(=O)NC1=C(C=CC=C1)OC N,N'-bis(2-methoxyphenyl)cyclopropane-1,1-diamide